ClC=1C(=C(C=C2C(=NC=NC12)NC1=CC(=C(C=C1)F)Cl)O)OC 8-chloro-N-(3-chloro-4-fluorophenyl)-6-hydroxy-7-methoxyquinazoline-4-amine